(E)-2-chloro-1-(cyclopropylmethoxy)-4-(3-methoxyallyl)benzene ClC1=C(C=CC(=C1)C\C=C\OC)OCC1CC1